Cl.NC1=NC(=CC=C1/N=N/C1=C(C=CC=C1)CN(C(O)=O)CCN(C)C)N (E)-2-((2,6-diaminopyridin-3-yl)diazenyl)phenyl(2-(dimethylamino)ethyl)(methyl)carbamate hydrochloride